NC1=NC=NN2C1=CC=C2[C@H]2[C@@H]([C@@H]([C@@](O2)(CF)COP(=O)(OC2=CC=CC=C2)N[C@@H](C)C(=O)OCCCCC)O)O pentyl ((((2R,3S,4R,5S)-5-(4-aminopyrrolo[2,1-f][1,2,4]triazin-7-yl)-2-(fluoromethyl)-3,4-dihydroxytetrahydrofuran-2-yl)methoxy)(phenoxy)phosphoryl)-L-alaninate